9-(4-chloro-2-fluoro-phenyl)-2,3-dimethyl-7-[(2S,6S)-2-methyl-6-[1-(oxetan-3-yl)pyrazol-4-yl]morpholin-4-yl]pyrido[1,2-a]pyrimidin-4-one ClC1=CC(=C(C=C1)C1=CC(=CN2C1=NC(=C(C2=O)C)C)N2C[C@@H](O[C@H](C2)C=2C=NN(C2)C2COC2)C)F